L-glutamyl-L-ornithine-d N[C@@H](CCC(=O)O)C(=O)N[C@@H](CCCN)C(=O)O[2H]